(S)-1-((tert-butoxycarbonyl)amino)-3-fluorocyclopentane C(C)(C)(C)OC(=O)N[C@@H]1CC(CC1)F